[OH-].C(C1=CC=CC=C1)[N+](C)(C)C N-benzyl-trimethylammonium hydroxide